1-(2-fluorophenyl)-3-(5-(isoquinolin-7-yl)-1-methyl-1H-pyrazol-3-yl)urea FC1=C(C=CC=C1)NC(=O)NC1=NN(C(=C1)C1=CC=C2C=CN=CC2=C1)C